dipotassium thiophene-2,5-disulfonate S1C(=CC=C1S(=O)(=O)[O-])S(=O)(=O)[O-].[K+].[K+]